2-hydroxy-3-(2-propenyloxy)propane-sulphonic acid OC(CS(=O)(=O)O)COCC=C